CN1C2=CC(=CC=C2OC=2C=CC(=CC12)C=1C=C2C=C(NC2=CC1)C(F)(F)F)C=1C=C2C=C(NC2=CC1)C(F)(F)F 10-methyl-2,8-bis-(2-(trifluoromethyl)-1H-indol-5-yl)-10H-phenoxazine